ClC(C1=CC=CC=C1)(C1=CC=CC=C1)C1=CC=CC=C1 [chloro(diphenyl)methyl]benzene